7-(2-Isopropyl-[1,2,4]triazolo[1,5-a]pyridin-6-yl)imidazo[2,1-f][1,2,4]triazin-4-amine trifluoroacetate salt FC(C(=O)O)(F)F.C(C)(C)C1=NN2C(C=CC(=C2)C2=CN=C3C(=NC=NN32)N)=N1